tert-Butyl 2-oxa-6-azaspiro[3.4]oct-8-ylcarbamate C1OCC12CNCC2NC(OC(C)(C)C)=O